O=C1NC(CCC1N1C(C2=CC=C(C=C2C1)NS(=O)(=O)C1=CC=C(C=C1)C)=O)=O N-(2-(2,6-dioxo-piperidin-3-yl)-1-oxoisoindolin-5-yl)-4-methyl-benzenesulfonamide